C(CCCCC)S(=O)(=O)OC1=CC=C(C=C1)NC(=O)NC1=CC=C(C=C1)OS(=O)(=O)CCCCCC N,N'-di-[4-(hexanesulfonyloxy)phenyl]urea